ClC=1C=C(C=C(C1OC=1C=C2C(=CC(=NC2=CC1)C1C(CCCC1)C)C)Cl)N1N=C(C(NC1=O)=O)C#N 2-(3,5-dichloro-4-((4-methyl-2-(2-methylcyclohexyl)quinoline-6-yl)oxy)phenyl)-3,5-dioxo-2,3,4,5-tetrahydro-1,2,4-triazine-6-carbonitrile